NC1=C2N=CN(C2=NC(=N1)F)[C@H]1C[C@@H]([C@@](O1)(C#C)CO[P@@](=O)(OC1=CC=CC=C1)N[C@@H](C)C(=O)OCCCCCCCCCCCCC)O Tridecyl ((R)-(((2R,3S,5R)-5-(6-amino-2-fluoro-9H-purin-9-yl)-2-ethynyl-3-hydroxytetrahydrofuran-2-yl) methoxy)(phenoxy)phosphoryl)-L-alaninate